CC(CCCC(=O)O)C.C(C)(=O)OCCC(C)C isopentyl acetate (3-methylbutyl acetate)